C1(CCCCC1)[C@@H](C(=O)NC1=CC=C(C=C1)C=1C(=[N+](C=CC1C)[O-])C)NC(=O)C1=CC=C2N1CCN(C2)C2CC2 (S)-3-(4-(2-cyclohexyl-2-(2-cyclopropyl-1,2,3,4-tetrahydropyrrolo[1,2-a]pyrazine-6-carboxamido)acetamido)phenyl)-2,4-dimethylpyridine 1-oxide